tetrahydro-1,6-naphthyridin-3-amine N1CC(CC2=CN=CC=C12)N